NC1=C(C=C(N=N1)C1=C(C=CC=C1)O)N1CC2CCC(C1)N2C2=CC(=NC=C2)C#CCN2CC(CCCC2)(C)F 2-[6-amino-5-[8-[2-[3-(3-fluoro-3-methyl-azepan-1-yl)prop-1-ynyl]-4-pyridinyl]-3,8-diazabicyclo[3.2.1]oct-3-yl]pyridazin-3-yl]phenol